(1R,4R)-N-[4-(3-cyanophenyl)-5-(2,6-dimethyl-4-pyridyl)thiazol-2-yl]-2,5-diazabicyclo[2.2.2]octane-2-carboxamide C(#N)C=1C=C(C=CC1)C=1N=C(SC1C1=CC(=NC(=C1)C)C)NC(=O)N1[C@H]2CN[C@@H](C1)CC2